C(#N)C1=CC(=C(COC2=NC=CC(=N2)C23CC(C(CC2)CC3)CC3=NC2=C(N3C[C@H]3OCC3)C=C(C=C2)C(=O)O)C=C1)F (S)-2-((4-(2-((4-cyano-2-fluorobenzyl)oxy)pyrimidin-4-yl)bicyclo[2.2.2]octan-2-yl)methyl)-1-(oxetan-2-ylmethyl)-1H-benzo[d]imidazole-6-carboxylic acid